C(C)(C)(C)OC(=O)N1CC(C1)(C(=O)O)F 1-tert-butoxycarbonyl-3-fluoroazetidine-3-carboxylic acid